O1CCN(CC1)C1=NC(=NC(=N1)N1CCSCC1)C1=NC(=NC=C1)N 4-morpholino-6-thiomorpholino-1,3,5-triazin-2-ylpyrimidin-2-amine